3,3-diphenylazetidine oxalate C(C(=O)O)(=O)O.C1(=CC=CC=C1)C1(CNC1)C1=CC=CC=C1